N-(5-chloro-2-ethyl-6-(2H-1,2,3-triazol-2-yl)pyridin-3-yl)-1-(imidazo[1,2-a]pyridin-5-yl)-5-(trifluoromethyl)-1H-pyrazole-4-carboxamide ClC=1C=C(C(=NC1N1N=CC=N1)CC)NC(=O)C=1C=NN(C1C(F)(F)F)C1=CC=CC=2N1C=CN2